Methyl (2S,3S,4S)-1-acetyl-4-((5-chloropyrimidin-2-yl)amino)-2-ethyl-3-methyl-1,2,3,4-tetrahydroquinoline-6-carboxylate C(C)(=O)N1[C@H]([C@H]([C@@H](C2=CC(=CC=C12)C(=O)OC)NC1=NC=C(C=N1)Cl)C)CC